FC1(CN(CC1)CC1=CC=C(C=C1)C1=CC2=C(CC3=C2NN=C3C3=CC=C2C=NN(C2=C3)C)S1)F 6-(4-((3,3-difluoro-pyrrolidin-1-yl)methyl)phenyl)-3-(1-methyl-1H-indazol-6-yl)-1,4-dihydro-thieno[2',3':4,5]cyclopenta[1,2-c]pyrazole